COC(C1=C(C(=C(C(=C1)Br)CC=C)O)Cl)=O 4-Allyl-5-bromo-2-chloro-3-hydroxybenzoic acid methyl ester